ethyl (2-cyano-2-(2-(3,5-dichloro-4-((4'-chloro-2'-oxospiro[cyclopropane-1,3'-indolin]-5'-yl)oxy)phenyl)hydrazineylidene)acetyl)carbamate C(#N)C(C(=O)NC(OCC)=O)=NNC1=CC(=C(C(=C1)Cl)OC=1C(=C2C3(C(NC2=CC1)=O)CC3)Cl)Cl